N-(3-chloro-5-(methylsulfonamido)phenyl)-4-(5-(6,6-dimethyl-3-azabicyclo[3.1.0]hexan-3-yl)-3-fluoropyridin-2-yl)-5-methylthiophene-2-carboxamide ClC=1C=C(C=C(C1)NS(=O)(=O)C)NC(=O)C=1SC(=C(C1)C1=NC=C(C=C1F)N1CC2C(C2C1)(C)C)C